N=1C=CN2C1C=CC(=C2)C=2C=CN1N=C(N=CC12)N[C@@H]1CC[C@H](CC1)NC trans-N1-(5-(imidazo[1,2-a]pyridin-6-yl)pyrrolo[2,1-f][1,2,4]triazin-2-yl)-N4-methylcyclohexane-1,4-diamine